BrC1=C(C(=C2C(=NC(=NC2=C1F)SC)Cl)F)Cl 7-bromo-4,6-dichloro-5,8-difluoro-2-(methylsulfanyl)quinazoline